4-methyl-2-hexanone CC(CC(C)=O)CC